4-(((4-cyanophenyl)(4H-1,2,4-triazol-4-yl)amino)methyl)-2-fluorobenzonitrile C(#N)C1=CC=C(C=C1)N(N1C=NN=C1)CC1=CC(=C(C#N)C=C1)F